7-methyl-5-(4-phenoxyphenyl)-6-[2-(piperidin-4-yl)ethynyl]-7H-pyrrolo[2,3-d]pyrimidin-4-amine CN1C(=C(C2=C1N=CN=C2N)C2=CC=C(C=C2)OC2=CC=CC=C2)C#CC2CCNCC2